methyl (2S,4R)-4-(methylthio)pyrrolidine-2-carboxylate CS[C@@H]1C[C@H](NC1)C(=O)OC